CC(C=O)(CCC#N)C dimethyl-4-cyanobutyraldehyde